N-(furan-2-ylmethyl)-2-((2-(naphthalen-2-ylamino)-2-oxoethyl)amino)benzamide O1C(=CC=C1)CNC(C1=C(C=CC=C1)NCC(=O)NC1=CC2=CC=CC=C2C=C1)=O